isopropyl trioctyl pyrophosphate O(P(OCCCCCCCC)(=O)OP(=O)(OCCCCCCCC)OCCCCCCCC)C(C)C